N-(3-bromo-5-chlorophenyl)-N-phenyl-[1,1':3',1''-terphenyl]-2'-amine BrC=1C=C(C=C(C1)Cl)N(C1=C(C=CC=C1C1=CC=CC=C1)C1=CC=CC=C1)C1=CC=CC=C1